N(=NC1=CC=C(C(=O)O)C=C1)C1=CC=C(C(=O)O)C=C1 4,4'-azo-bis-benzoic acid